7-[5-Methyl-1-(2-methyl-2-piperazin-1-yl-propyl)triazol-4-yl]-5-[(1R)-1-(2-pyridyl)ethoxy]imidazo[1,2-a]pyridine-3-carbonitrile HCl Cl.CC1=C(N=NN1CC(C)(N1CCNCC1)C)C1=CC=2N(C(=C1)O[C@H](C)C1=NC=CC=C1)C(=CN2)C#N